4-amino-2-methoxybenzonitrile NC1=CC(=C(C#N)C=C1)OC